NC=1C2=C(N=CN1)N(C(=C2C(=O)NC2=CC=C(C=C2)COC)C#CCOC)C2(CC2)C 4-amino-N-(4-(methoxymethyl)phenyl)-6-(3-methoxyprop-1-yn-1-yl)-7-(1-methylcyclopropyl)-7H-pyrrolo[2,3-d]pyrimidine-5-carboxamide